COC1=C(C(=CC(=C1)C1=NC=2C(=NC=C(C2)N2CCOCC2)N1)O)O 3-methoxy-5-(6-morpholino-3H-imidazo[4,5-b]pyridin-2-yl)benzene-1,2-diol